NC1=NC=C(C=C1O[C@H](C)C=1C=C(C=CC1)NC(=O)C=1C=C(C(=O)OC)C=CC1)C=1C=NN(C1)C methyl (R)-3-((3-(1-((2-amino-5-(1-methyl-1H-pyrazol-4-yl)pyridin-3-yl)oxy)ethyl)phenyl)carbamoyl)-benzoate